[Pt+2].[Pt+2] platinum (II)-platinum (II)